1-(di-t-butylphosphinomethyl)-2-(di-o-tolylphosphinomethyl)benzene C(C)(C)(C)P(C(C)(C)C)CC1=C(C=CC=C1)CP(C1=C(C=CC=C1)C)C1=C(C=CC=C1)C